BrC=1C2=C(C=NC1)N(C=N2)CC 7-Bromo-3-ethyl-imidazo[4,5-c]pyridine